methyl (2-aminoethyl)(1-(4-fluoro-3-(trifluoromethyl)phenyl)cyclopropyl)carbamate NCCN(C(OC)=O)C1(CC1)C1=CC(=C(C=C1)F)C(F)(F)F